ClC1=CC=C(C=C1)C1=CC=C2C(=N1)CN(C2)C#N (4-chlorophenyl)-5,7-dihydro-6H-pyrrolo[3,4-b]pyridine-6-carbonitrile